N-(4-((S)-3-((S)-2-(3-chlorophenyl)morpholino)-2-hydroxypropoxy)phenyl)-N-methylmethanesulfonamide ClC=1C=C(C=CC1)[C@@H]1OCCN(C1)C[C@@H](COC1=CC=C(C=C1)N(S(=O)(=O)C)C)O